CSC=1N(C(N(C(N1)=O)C1=CN=CC2=CC=CC(=C12)C=1C=C(C(=O)OC)C=CC1)=O)CC1=C(C=C(C(=C1)F)F)F methyl 3-(4-(4-(methylthio)-2,6-dioxo-3-(2,4,5-trifluorobenzyl)-3,6-dihydro-1,3,5-triazin-1(2H)-yl)isoquinolin-5-yl)benzoate